6-[(4-chloro-1H-indol-6-yl)amino]-4-(4-methoxypiperidin-1-yl)pyridine-2-carbonitrile ClC1=C2C=CNC2=CC(=C1)NC1=CC(=CC(=N1)C#N)N1CCC(CC1)OC